COC=1C=C2C(=NC(=NC2=CC1)C)SCC(=O)C1=CC=C(S1)CNC(CCC1=NC=CC=C1)=O N-((5-(2-((6-methoxy-2-methylquinazolin-4-yl)thio)acetyl)thiophen-2-yl)methyl)-3-(pyridin-2-yl)propanamide